COC1=CC=C(C=C1)C1(C=CC2=C(O1)C=1C=CC(=CC1C1=C2C(C2=CC(=CC=C21)C2=CC=CC=C2)(C)CO)OC)C2=CC=C(C=C2)OC 3,3-bis(4-methoxyphenyl)-7-methoxy-11-phenyl-13-hydroxymethyl-13-methyl-3H,13H-indeno[2',3':3,4]naphtho[1,2-b]pyran